N[C@H](C(=O)O)CCS(=O)(=N)CCC1(CC1)O (2S)-2-amino-4-(2-(1-hydroxycyclopropyl)ethylsulfonimidoyl)butanoic acid